6-((4-(2-(4-chloro-2-fluorophenyl)-2-methylbenzo[d][1,3]dioxol-4-yl)piperidin-1-yl)methyl)-5-(2-methoxyethyl)cyanopyridine ClC1=CC(=C(C=C1)C1(OC2=C(O1)C=CC=C2C2CCN(CC2)CC2=C(C=CC(=N2)C#N)CCOC)C)F